C(C)(C)C1=C(NC2=C1N=C(N=C2)C2CCN(CC2)C2CCOCC2)C=2C(=C(C=1N(C2)N=CN1)C)C 6-(7-isopropyl-2-(1-(tetrahydro-2H-pyran-4-yl)piperidin-4-yl)-5H-pyrrolo[3,2-d]pyrimidin-6-yl)-7,8-dimethyl-[1,2,4]triazolo[1,5-a]pyridine